3-[1-(4,4-diethyl-2-imino-6-oxo-hexahydropyrimidin-1-yl)-3-methoxy-propyl]-N-(3-hydroxy-3-methyl-chroman-4-yl)benzamide C(C)C1(NC(N(C(C1)=O)C(CCOC)C=1C=C(C(=O)NC2C(COC3=CC=CC=C23)(C)O)C=CC1)=N)CC